nickel(I) bromide [Ni]Br